di-n-propyl pimelate C(CCCCCC(=O)OCCC)(=O)OCCC